S(=O)(=O)([O-])S(=O)[O-] pyrosulphite